N-(6-(2H-1,2,3-triazol-2-yl)-5-(trifluoromethyl)pyridin-3-yl)-2-(2-chloro-4-fluorophenyl)-4-methylpyrimidine-5-carboxamide N=1N(N=CC1)C1=C(C=C(C=N1)NC(=O)C=1C(=NC(=NC1)C1=C(C=C(C=C1)F)Cl)C)C(F)(F)F